4-(4-((tert-butoxycarbonyl)amino)benzoyl)piperazine-1-carboxylic acid tert-butyl ester C(C)(C)(C)OC(=O)N1CCN(CC1)C(C1=CC=C(C=C1)NC(=O)OC(C)(C)C)=O